N1C(CNCC1)CCN 2-(2-piperazinyl)-1-ethylamine